7-bromo-3,9-dihydro-4H-pyrimido[4,5-b]indol-4-one BrC1=CC=C2C3=C(NC2=C1)N=CNC3=O